1-(3-(4-amino-5-(7-methoxy-5-(trifluoromethyl)benzothien-2-yl)-7H-pyrrolo[2,3-d]pyrimidin-7-yl)pyrrolidin-1-yl)prop-2-en-1-one NC=1C2=C(N=CN1)N(C=C2C=2SC1=C(C2)C=C(C=C1OC)C(F)(F)F)C1CN(CC1)C(C=C)=O